4-amino-7-(2-methoxypyridin-4-yl)pyrrolo[2,1-f][1,2,4]triazine NC1=NC=NN2C1=CC=C2C2=CC(=NC=C2)OC